5,6-difluorochroman-4-one oxime FC1=C2C(CCOC2=CC=C1F)=NO